COC(C(C(=O)O)(OC)C1=C(C=CC=C1)C)C(=O)O dimethyl-toluyl-tartaric acid